FC=1C(=NC=C(C1)F)CNC(=O)C1=CN=C(S1)N1CCC(CC1)N1CC(CCC1)OCC(F)(F)F N-[(3,5-difluoropyridin-2-yl)methyl]-2-[3-(2,2,2-trifluoroethoxy)[1,4'-bipiperidin]-1'-yl]-1,3-thiazole-5-carboxamide